1-benzyl-5-(2,4-difluorophenoxy)-N-(2-(dimethylamino)ethyl)-2H-indazole-6-carboxamide C(C1=CC=CC=C1)N1NCC2=CC(=C(C=C12)C(=O)NCCN(C)C)OC1=C(C=C(C=C1)F)F